C(C1=CC=CC=C1)OC1COCC2=C1NC(C1=C2C=C(S1)C=1C=NN(C1)COCC[Si](C)(C)C)=O 4-(benzyloxy)-8-(1-((2-(trimethylsilyl)ethoxy)methyl)-1H-pyrazol-4-yl)-1,3,4,5-tetrahydro-6H-pyrano[4,3-b]Thieno[3,2-d]Pyridin-6-one